BrC=1C=C(C2=CC(=CC=C2C1)OC1CC1)CCNC(C(F)F)=O N-(2-(3-bromo-7-cyclopropyloxynaphthalen-1-yl)ethyl)-2,2-difluoroacetamide